C(C)OC(=O)C=1C(N(C2=NC=CC(=C2C1O)C1=CC=C(C=C1)F)CCN1CCCCC1)=O (4-fluorophenyl)-4-hydroxy-2-oxo-1-(2-(piperidin-1-yl)ethyl)-1,2-dihydro-1,8-naphthyridine-3-carboxylic acid ethyl ester